(S)-lithium 2-hydroxypropionate OC(C(=O)[O-])C.[Li+]